BrC=1C=CC(=NC1)C(CC(=O)N(C)C)N1N=CC(=C1)C1=CC(=C(C(=O)OC(C)(C)C)C=C1)F tert-Butyl 4-(1-(1-(5-bromopyridin-2-yl)-3-(dimethylamino)-3-oxopropyl)-1H-pyrazol-4-yl)-2-fluorobenzoate